COC=1C=C(C=CC1)C1=NN2C(=NC=3C=CC=C(C3C2=N1)C)N[C@@H]1C(NCCC1)=O (3S)-3-{[2-(3-methoxyphenyl)-10-methyl-[1,2,4]triazolo[1,5-c]quinazolin-5-yl]amino}piperidin-2-one